Cl.N[C@H]1C[C@@H](N(CC1)C(=O)OC(C)(C)C)C tert-butyl (2S,4R)-4-amino-2-methyl-piperidine-1-carboxylate hydrochloride